4-((2S,5R)-2,5-diethyl-4-(1-(4-isopropoxyphenyl)-2-methylpropyl)piperazin-1-yl)-1-methyl-2-oxo-1,2-dihydropyrido[3,2-d]pyrimidine-6-carbonitrile C(C)[C@@H]1N(C[C@H](N(C1)C(C(C)C)C1=CC=C(C=C1)OC(C)C)CC)C=1C2=C(N(C(N1)=O)C)C=CC(=N2)C#N